4-((S)-4-acryloyl-2-methylpiperazin-1-yl)-7-(6-amino-2,3-difluorophenyl)-6-chloro-1-(2-isopropyl-4-(methylthio)pyridin-3-yl)pyrido[2,3-d]pyrimidin-2(1H)-one C(C=C)(=O)N1C[C@@H](N(CC1)C=1C2=C(N(C(N1)=O)C=1C(=NC=CC1SC)C(C)C)N=C(C(=C2)Cl)C2=C(C(=CC=C2N)F)F)C